BrC=1C=C2C(CC(OC2=CC1)C=1C=NC(=CC1)OC)=O 6-bromo-2-(6-methoxypyridin-3-yl)chroman-4-one